aminosulfurane N[SH3]